ClC1=NC2=C(C=CC=C2C(=N1)N(C1=CC=CC=C1)C)C 2-chloro-N,8-dimethyl-N-Phenylquinazolin-4-amine